COC(=O)C=1SC=C(C1C(=O)OC)NC(NC1=C(C=C(C(=C1)S(=O)(=O)N1C=CC2=C(C=CC=C12)Cl)OC)F)=O 4-({[5-(4-chloroindole-1-sulfonyl)-2-fluoro-4-methoxyphenyl]carbamoyl}amino)thiophene-2,3-dicarboxylic acid dimethyl ester